2-chloro-4-fluoro-5-hydroxybenzenesulfonyl chloride ClC1=C(C=C(C(=C1)F)O)S(=O)(=O)Cl